(1s,3s)-3-((5-(1-(2,2-difluoroethyl)-1H-benzo[d][1,2,3]triazol-6-yl)-6-fluoro-4-methoxypyrrolo[2,1-f][1,2,4]triazin-2-yl-7-d)amino)-1-methylcyclobutan-1-ol FC(CN1N=NC2=C1C=C(C=C2)C=2C(=C(N1N=C(N=C(C12)OC)NC1CC(C1)(O)C)[2H])F)F